ClC=1C=C(C=CC1OCC1=CC(=CC=C1)F)NC1=NC=NC2=CC(=C(C=C12)OCCCl)OCCCl 4-[3-chloro-4-(3-fluorobenzyloxy)phenylamino]-6,7-bis(2-chloroethoxy)quinazoline